trans-2-(1,2-thiazol-4-yl)cyclopropane-1-carboxylic acid S1N=CC(=C1)[C@H]1[C@@H](C1)C(=O)O